N-[2-methyl-5-[(methylamino)methyl]phenyl]-4-[(4-phenyl-2-quinazolinyl)amino]-Benzamide CC1=C(C=C(C=C1)CNC)NC(C1=CC=C(C=C1)NC1=NC2=CC=CC=C2C(=N1)C1=CC=CC=C1)=O